BrC1=CC=C(C=C1)C=1N=C2N(C=CC=C2)C1CN1CC2CCC(C1)N2C(=O)C2=NC(=CC=C2Cl)OC (3-{[2-(4-Bromophenyl)imidazo[1,2-a]pyridin-3-yl]-methyl}-3,8-diazabicyclo[3.2.1]oct-8-yl)(3-chloro-6-methoxypyridin-2-yl)methanone